[Si](C)(C)(C(C)(C)C)O[C@@H](CN(C(OC(C)(C)C)=O)CCC1CCNCC1)C1=C2C=CC(NC2=C(C=C1)O)=O (R)-tert-butyl (2-((tert-butyldimethylsilyl)oxy)-2-(8-hydroxy-2-oxo-1,2-dihydroquinolin-5-yl)ethyl)(2-(piperidin-4-yl)ethyl)carbamate